(3R)-3-({2-[4-bromo-2-(difluoromethoxy)phenyl][1,2,4]triazolo[1,5-c]quinazolin-5-yl}amino)azepan-2-one BrC1=CC(=C(C=C1)C1=NN2C(=NC=3C=CC=CC3C2=N1)N[C@H]1C(NCCCC1)=O)OC(F)F